tert-butyl ((5-((2-(2,2,2-trifluoroacetyl)-2-azaspiro[3.3]heptan-6-yl)oxy)-6-vinylpyridin-2-yl)methyl)carbamate FC(C(=O)N1CC2(C1)CC(C2)OC=2C=CC(=NC2C=C)CNC(OC(C)(C)C)=O)(F)F